(9-chlorononyl)triethoxysilane ClCCCCCCCCC[Si](OCC)(OCC)OCC